COC1=CC=C(CNC2=NC(=CC(=C2)C2=NC(=CC(=N2)N=S(=O)(C)C)N2[C@@H](COCC2)C)C)C=C1 (R)-((2-(2-((4-methoxybenzyl)amino)-6-methylpyridin-4-yl)-6-(3-methylmorpholino)pyrimidin-4-yl)imino)dimethyl-λ6-sulfanone